COC=1C=C(C=CC1OC)C1=CC=NC=2N1N=C(C2)C(=O)NC2CCC(CC2)C(=O)OC methyl (1r,4r)-4-(7-(3,4-dimethoxyphenyl)pyrazolo[1,5-a]pyrimidine-2-carboxamido)cyclohexane-1-carboxylate